(4R)-4-(tert-butoxycarbonylamino)-6-(difluoromethoxy)hexanoic acid C(C)(C)(C)OC(=O)N[C@H](CCC(=O)O)CCOC(F)F